C(C)C1OCCC(S1)(C)C 2-ethyl-4,4-dimethyl-1,3-oxathiane